tert-butyl 2-(4-(4,4,5,5-tetramethyl-1,3,2-dioxaborolan-2-yl)phenoxy)ethylcarbamate CC1(OB(OC1(C)C)C1=CC=C(OCCNC(OC(C)(C)C)=O)C=C1)C